FC=1C=CC=2C3=C(N=C(C2C1)N1CCCC2=C(C=NC=C12)C#CC1(CC1)C)N=NN3C 7-fluoro-1-methyl-5-(5-((1-methylcyclopropyl)ethynyl)-3,4-dihydro-1,7-naphthyridin-1(2H)-yl)-1H-[1,2,3]triazolo[4,5-c]isoquinoline